3-(2-chlorophenyl)-2-imino-N-methyl-2,3-dihydrothiazole-4-carboxamide ClC1=C(C=CC=C1)N1C(SC=C1C(=O)NC)=N